NC1=NC=CC(=C1CN1CCOCC1)OC1=C(C=C(C=C1)NC(=O)C=1C(N(N(C1C)CC(C)(C)O)C1=CC=CC=C1)=O)F N-(4-((2-amino-3-(morpholinomethyl)pyridin-4-yl)oxy)-3-fluorophenyl)-1-(2-hydroxy-2-methylpropyl)-5-methyl-3-oxo-2-phenyl-2,3-dihydro-1H-pyrazole-4-carboxamide